tert-butyl-1,4-oxaazepane-4-carboxylate C(C)(C)(C)OC(=O)N1CCOCCC1